NOP(C1=CC=CC=C1)(C1=CC=CC=C1)=O (aminooxy)(diphenyl)phosphine oxide